C[C@H]([C@@H]([C@@H]([C@H](C(=O)[O-])O)O)O)O The molecule is the conjugate base of D-fuconic acid; major species at pH 7.3. It is a conjugate base of a D-fuconic acid.